Ethyl 2-(2-(pyridin-3-yl)-6-((4-(trifluoromethoxy) pyridin-2-yl) amino) pyrimidin-4-yl)-2-azaspiro[4.5]decane-7-carboxylate N1=CC(=CC=C1)C1=NC(=CC(=N1)N1CC2(CC1)CC(CCC2)C(=O)OCC)NC2=NC=CC(=C2)OC(F)(F)F